FC(C1(N=N1)C1=CC=C(CNC(OCCOCCOCCOCCC(NCCCNC(=O)OC2CC\C=C\CCC2)=O)=O)C=C1)(F)F (E)-1-(cyclooct-4-en-1-yloxy)-1,7-dioxo-10,13,16-trioxa-2,6-diazaoctadecan-18-yl (4-(3-(trifluoromethyl)-3H-diazirin-3-yl)benzyl)carbamate